2-((2R,4R)-2-benzyl-4-isopropylazepan-1-yl)-6-morpholinopyrimidin-4(3H)-one C(C1=CC=CC=C1)[C@@H]1N(CCC[C@H](C1)C(C)C)C1=NC(=CC(N1)=O)N1CCOCC1